CC1=C(OC2=C(C=C(C=C2C1=O)C)C(C)NC1=C(C(=O)O)C=CC=C1)C1=CC=C2C=NN(C2=C1)C 2-[1-[3,6-Dimethyl-2-(1-methylindazol-6-yl)-4-oxo-chromen-8-yl]ethylamino]benzoic acid